3-ethyl-6-methyl-2,4-heptanediol dibenzoate C(C1=CC=CC=C1)(=O)OC(C)C(C(CC(C)C)OC(C1=CC=CC=C1)=O)CC